FC1=C(C=CC=C1)S(=O)(=O)/C=C/CNC(=O)C=1C(NC=2CCN(CC2C1)C(=O)OC(C)(C)C)=O tert-butyl 3-{[(2E)-3-(2-fluorobenzenesulfonyl)prop-2-en-1-yl]carbamoyl}-2-oxo-1,2,5,6,7,8-hexahydro-1,6-naphthyridine-6-carboxylate